3-(1-methyl-6-((R)-4-(methylamino)-2-oxopiperidin-1-yl)-1H-indazol-3-yl)piperidine-2,6-dione CN1N=C(C2=CC=C(C=C12)N1C(C[C@@H](CC1)NC)=O)C1C(NC(CC1)=O)=O